N1(CCC1)C1=NN2C(CCOC=3C=CN=CC3C=3N=CC=C(NC4=NC=C1C2=C4)N3)C 20-(azetidin-1-yl)-17-methyl-14-oxa-2,6,10,18,19,23,26-heptazapentacyclo[16.5.2.13,7.08,13.021,25]hexacosa-1(23),3,5,7(26),8(13),9,11,19,21,24-decaene